C1(C=CC(N1CCC(NCCOCCOCCOCCOCCOCCOCCOCCOCC)=O)=O)=O 1-maleimido-3-oxo-7,10,13,16,19,22,25,28-octaoxa-4-aza-triacontane